5-((1-(4-(trifluoromethyl)phenyl)-1H-pyrazol-3-yl)amino)Pyridinecarbonitrile FC(C1=CC=C(C=C1)N1N=C(C=C1)NC=1C=CC(=NC1)C#N)(F)F